CN1N=C(C2=CC=CC=C12)C(=O)N 1-methylindazole-3-carboxamide